CN(CCN(C=1C(=CC(=C(C1)OC)NC1=NC=CC(=C1)C=1C2=C(N(N1)C)C=CS2)N)C)C N1-(2-(dimethylamino)ethyl)-5-methoxy-N1-methyl-N4-(4-(1-methyl-1H-thieno[3,2-c]-pyrazol-3-yl)pyridin-2-yl)benzene-1,2,4-triamine